FC(CF)[Si](OCC)(OCC)OCC 1,2-difluoroethyltriethoxysilane